1-[[4-(aminomethyl)phenyl]methyl]-2-butyl-5-oxido-imidazo[4,5-c]quinolin-5-ium-4-amine NCC1=CC=C(C=C1)CN1C(=NC=2C(=[N+](C=3C=CC=CC3C21)[O-])N)CCCC